4-Acetoxy-2,2,6,6-tetramethyl-piperidin C(C)(=O)OC1CC(NC(C1)(C)C)(C)C